C(C)OC(CC(NC1=CC=CC=C1)=O)=O 3-oxo-3-(phenylamino)propionic acid ethyl ester